2,4,6-tris(2-hydroxy-4-hexyloxy-3-methylphenyl)s-triazine (trans)-tert-Butyl-4-(((tert-butyldimethylsilyl)oxy)methyl)-2-formylpiperidine-1-carboxylate C(C)(C)(C)OC(=O)N1[C@H](C[C@@H](CC1)CO[Si](C)(C)C(C)(C)C)C=O.OC1=C(C=CC(=C1C)OCCCCCC)C1=NC(=NC(=N1)C1=C(C(=C(C=C1)OCCCCCC)C)O)C1=C(C(=C(C=C1)OCCCCCC)C)O